1-({4-[5-(trifluoromethyl)-1,2,4-oxadiazol-3-yl]phenyl}methyl)-1H-pyrazole-4-carboxylic acid ethyl ester C(C)OC(=O)C=1C=NN(C1)CC1=CC=C(C=C1)C1=NOC(=N1)C(F)(F)F